2-[2-[tert-butyl(dimethyl)silyl]oxyethoxy]-4-fluoro-aniline [Si](C)(C)(C(C)(C)C)OCCOC1=C(N)C=CC(=C1)F